[N+](=O)([O-])C=1C(=NC(=CC1)N1N=CC=N1)NC=1C=C2CC[C@H](C2=CC1)NC(C)=O (R)-N-(5-((3-nitro-6-(2H-1,2,3-triazol-2-yl)pyridin-2-yl)amino)-2,3-dihydro-1H-inden-1-yl)acetamide